N-{3-[2-(tert-butyl)-5-(pyrimidin-4-yl)thiazol-4-yl]-2-fluorophenyl}-2,6-difluorobenzenesulfonamide C(C)(C)(C)C=1SC(=C(N1)C=1C(=C(C=CC1)NS(=O)(=O)C1=C(C=CC=C1F)F)F)C1=NC=NC=C1